N1C(=NC2=C1C=CC=C2)[C@H]2[C@@H](C2)C(=O)N[C@@H](C(NC2=NC=CN=C2)=O)C (1R,2R)-2-(1H-benzo[d]imidazol-2-yl)-N-((R)-1-oxo-1-(pyrazin-2-ylamino)propan-2-yl)cyclopropane-1-carboxamide